((4-(4-((2-(2-fluoropropan-2-yl)-1H-imidazol-1-yl)methyl)phenyl)-2-isobutyl-thiazol-5-yl)sulfonyl)carbamic acid methyl ester COC(NS(=O)(=O)C1=C(N=C(S1)CC(C)C)C1=CC=C(C=C1)CN1C(=NC=C1)C(C)(C)F)=O